NC(CNC(OCC1=CC=CC=C1)=O)=NO benzyl (2-amino-2-(hydroxyimino)ethyl)carbamate